tert-butyl 6-amino-2-methyl-3',6'-dihydro-[3,4'-bipyridine]-1'(2'H)-carboxylate NC1=CC=C(C(=N1)C)C=1CCN(CC1)C(=O)OC(C)(C)C